S1C(=CC=C1)C=1C=2CC[C@H]3N(C2N=CC1)CCNC3 (R)-4-(thiophen-2-yl)-6,6a,7,8,9,10-hexahydro-5H-pyrazino[1,2-a][1,8]naphthyridine